BrC1=C(C(=C(N)C=C1)I)COCC#C[Si](CC)(CC)CC 4-bromo-2-iodo-3-(((3-(triethylsilyl)prop-2-yn-1-yl)oxy)methyl)aniline